[N+](=O)([O-])C1=C(C=CC(=C1)C(F)(F)F)S 2-nitro-4-trifluoromethylbenzenethiol